5-chloro-3-hydroxy-8-((1-((1R,2R)-2-methoxycyclopropyl)-1H-indol-6-yl)sulfonyl)quinazoline-2,4(1H,3H)-dione ClC1=C2C(N(C(NC2=C(C=C1)S(=O)(=O)C1=CC=C2C=CN(C2=C1)[C@H]1[C@@H](C1)OC)=O)O)=O